gamma-methyl-[3-(triethoxysilyl)propyl]ammonium chloride [Cl-].CC(CC[NH3+])[Si](OCC)(OCC)OCC